1-(3-fluoro-4-((4-(1-isopropyl-6-((2-(4-methoxypiperidin-1-yl)pyrimidin-4-yl)amino)-1H-pyrazolo[4,3-c]pyridin-3-yl)piperazin-1-yl)methyl)phenyl)dihydropyrimidine-2,4(1H,3H)-dione FC=1C=C(C=CC1CN1CCN(CC1)C1=NN(C2=C1C=NC(=C2)NC2=NC(=NC=C2)N2CCC(CC2)OC)C(C)C)N2C(NC(CC2)=O)=O